C(C)C=1C(NC=2C=C(C=NC2C1)CNC1CC(C1)NC=1C=CC(=NC1F)C(=O)NC)=O 5-((3-(((7-ethyl-6-oxo-5,6-dihydro-1,5-naphthyridin-3-yl)methyl)amino)cyclobutyl)amino)-6-fluoro-N-methylpicolinamide